ethyl (R)-2-(2-(3-(3-(pentan-3-ylcarbamoyl)-1H-pyrazol-5-yl)phenyl)oxazole-5-carboxamido)-2-phenylacetate CCC(CC)NC(=O)C1=NNC(=C1)C=1C=C(C=CC1)C=1OC(=CN1)C(=O)N[C@@H](C(=O)OCC)C1=CC=CC=C1